6-Bromo-4-chloro-2-(difluoromethyl)-7-methoxyquinazoline BrC=1C=C2C(=NC(=NC2=CC1OC)C(F)F)Cl